CC1(CN(CCN1C(=O)C=1N=C(C(NC1)=O)C)C(=O)OC(C)(C)C)C tert-butyl 3,3-dimethyl-4-(6-methyl-5-oxo-4,5-dihydropyrazine-2-carbonyl)piperazine-1-carboxylate